The molecule is a primary ammonium ion obtained by protonation of the amino function of beta-aminopropionitrile. It is a conjugate acid of a beta-aminopropionitrile. C(C[NH3+])C#N